7-chloro-1-(piperidin-4-yl)-2,3-dihydro-1H-1,3-benzodiazol-2-one ClC1=CC=CC2=C1N(C(N2)=O)C2CCNCC2